(3-chloro-4-fluorophenyl)-4-(piperazin-1-yl)-5-(pyridin-2-yl)-7H-pyrrolo[2,3-d]pyrimidine ClC=1C=C(C=CC1F)C=1N=C(C2=C(N1)NC=C2C2=NC=CC=C2)N2CCNCC2